CC=1N(C(NN1)=O)C1=CC=C(C=C1)OC1=CC(=CC=C1)C(C)C 5-methyl-4-(4-{[3-(1-methylethyl)phenyl]oxy}phenyl)-2,4-dihydro-3H-1,2,4-triazol-3-one